N-(2-fluoro-6-methoxy-5-vinyl-3-pyridinyl)methanesulfonamide FC1=NC(=C(C=C1NS(=O)(=O)C)C=C)OC